FC(C1=C(C(=CC(=C1)N)C(F)(F)F)C1=CC=C(C=C1)N)(F)F 2,6-bis(trifluoromethyl)-4,4'-diaminobiphenyl